3-ethyl-2-(pentan-3-yl)benzo[4,5]imidazo[1,2-a]pyrimidin-4(10H)-one C(C)C1=C(N=C2N(C1=O)C1=C(N2)C=CC=C1)C(CC)CC